2-[[[(1,1-Dimethylethyl)dimethylsilyl]oxy]methyl]-6-methyl-4-(4,4,5,5-tetramethyl-1,3,2-dioxaborolan-2-yl)pyridine CC(C)(C)[Si](OCC1=NC(=CC(=C1)B1OC(C(O1)(C)C)(C)C)C)(C)C